phenoxy ethyl isobutyrate CC(C)C(=O)OCCOC1=CC=CC=C1